Ethyl (R)-2-(6-(1-aminoethyl)-1-(cyclopropylmethyl)-1H-pyrrolo[2,3-b]pyridin-2-yl)-5-methoxy-3-methylimidazo[1,2-a]pyridine-7-carboxylate N[C@H](C)C1=CC=C2C(=N1)N(C(=C2)C=2N=C1N(C(=CC(=C1)C(=O)OCC)OC)C2C)CC2CC2